(E)-5-Cyano-N-(3-(2-cyclopropylvinyl)-1H-indazol-5-yl)-3,4-dimethylpicolinamide C(#N)C=1C(=C(C(=NC1)C(=O)NC=1C=C2C(=NNC2=CC1)\C=C\C1CC1)C)C